tert-butyl (5-cyclopropyl-4-oxo-5,6-dihydro-4H-pyrrolo[3,4-d]thiazol-2-yl)carbamate C1(CC1)N1C(C=2N=C(SC2C1)NC(OC(C)(C)C)=O)=O